CP([O-])(=O)CCC methylpropylphosphinate